tert-butyl 2-[4-oxo-2-(pyridin-4-yl)-5H,6H,7H-pyrazolo[1,5-a]pyrazin-7-yl]acetate O=C1C=2N(C(CN1)CC(=O)OC(C)(C)C)N=C(C2)C2=CC=NC=C2